2'-fluoro-N-((1s,3r,5R,7S)-3-((2-(5-fluoroisoindolin-2-yl)-2-oxoethyl)amino)adamantan-1-yl)-[1,1'-biphenyl]-4-carboxamide FC1=C(C=CC=C1)C1=CC=C(C=C1)C(=O)NC12CC3(C[C@@H](C[C@H](C1)C3)C2)NCC(=O)N2CC3=CC=C(C=C3C2)F